OC(CN(CCC(C(=O)O)NC(C1=CC(=CC=C1)C=1C=NN(C1)C)=O)CCCCC1=NC=2NCCCC2C=C1)(C)C 4-[(2-hydroxy-2-methyl-propyl)-[4-(5,6,7,8-tetrahydro-1,8-naphthyridin-2-yl)butyl]amino]-2-[[3-(1-methylpyrazol-4-yl)benzoyl]amino]butanoic acid